CN1N=CC(=C1C1=CC=C(NC([C@H]([C@@H]2CCC3=CC=C(C=C23)C2=NC=NC(=C2)N2[C@@H]3CO[C@H](C2)C3)NC(=O)C3(CC3)F)=O)C=C1)C N-[(1S)-2-[4-(2,4-dimethylpyrazol-3-yl)anilino]-1-[(1R)-6-[6-[(1S,4S)-2-oxa-5-azabicyclo[2.2.1]heptan-5-yl]pyrimidin-4-yl]indan-1-yl]-2-oxo-ethyl]-1-fluoro-cyclopropanecarboxamide